S(C1=C(C=C(C(=C1)C(C)CCC)O)C(C)CCC)C1=C(C=C(C(=C1)C(C)CCC)O)C(C)CCC 4,4'-thio-bis-(3,6-di-sec.-amylphenol)